FC1=CC=C(C=C1)[C@@H]1N(CCC2=CC=CC=C12)C(=O)NC12CC(C1)(C2)N2CCOCC2 (S)-1-(4-fluorophenyl)-N-(3-morpholinobicyclo[1.1.1]pentan-1-yl)-3,4-dihydroisoquinoline-2(1H)-carboxamide